COCCN1N=C(C=C1)NC(=O)C1CN(C1)C1=CC(=C2C(C(=CN(C2=N1)C=1SC=CN1)C(=O)O)=O)C 7-(3-{[1-(2-methoxyethyl)-1H-pyrazol-3-yl]carbamoyl}azetidin-1-yl)-5-methyl-4-oxo-1-(1,3-thiazol-2-yl)-1,4-dihydro-1,8-naphthyridine-3-carboxylic acid